4-(4-cyclopropyl-4,7-diazaspiro[2.5]oct-7-yl)aniline C1(CC1)N1C2(CC2)CN(CC1)C1=CC=C(N)C=C1